BrC1=CC=2C3=C(C=NC2C=C1F)N(C(C31CN(C1)CC)=O)C 8'-Bromo-1-ethyl-7'-fluoro-3'-methylspiro[azetidine-3,1'-pyrrolo[2,3-c]quinolin]-2'(3'H)-one